2-(2-(2-(2-(4-(6-methyl-1,2,4,5-tetrazin-3-yl)phenoxy)ethoxy)ethoxy)ethoxy)ethan-1-amine CC1=NN=C(N=N1)C1=CC=C(OCCOCCOCCOCCN)C=C1